N-Butylformamid C(CCC)NC=O